FC1=C(C=C(C=C1)F)C(CC#CC#CC=1C=CNC1)N1C(C2=CC(=CC(=C2C1)F)C#C[Si](C(C)C)(C(C)C)C(C)C)=O 4-(6-(2,5-difluorophenyl)-6-(4-fluoro-1-oxo-6-((triisopropylsilyl)ethynyl)isoindoline-2-yl)hex-1,3-diyn-1-yl)-1H-pyrrole